FC(OC1=CC=C(C=C1)C1(NC(=NC=C1[N+](=O)[O-])NCC(F)(F)F)N)F 4-(4-(difluoromethoxy)phenyl)-5-nitro-N2-(2,2,2-trifluoroethyl)pyrimidine-2,4-diamine